palmityl-3-(3,5-di-tert-butyl-4-hydroxyphenyl)propionate C(CCCCCCCCCCCCCCC)OC(CCC1=CC(=C(C(=C1)C(C)(C)C)O)C(C)(C)C)=O